CC12CCC(CC2O1)C1C(O1)C 1-methyl-4-(2-methyl-epoxyethyl)-7-oxabicyclo[4.1.0]heptane